(S)-2-(diethoxyphosphoryl)-1-((N,N-dimethylsulfamoyl)amino)-3-methoxy-1-oxopropan C(C)OP(=O)(OCC)[C@H](C(=O)NS(N(C)C)(=O)=O)COC